2,6-bis(glycidyloxymethyl)styrene sulfopropyl-methacrylate sodium salt [Na+].S(=O)(=O)([O-])CCCOC(C(=C)C)=O.C(C1CO1)OCC1=C(C=C)C(=CC=C1)COCC1CO1